C(C)(C)(C)OC(=O)N1CC2(C1)CN(C[C@H]2C(=O)O)C(=O)C=2C=NN(C2)CC2=CC=C(C=C2)F (S)-2-(tert-butoxycarbonyl)-6-(1-(4-fluorobenzyl)-1H-pyrazole-4-carbonyl)-2,6-diazaspiro[3.4]octane-8-carboxylic acid